5-(2-hydroxypropyl)-3,4-dimethylthiazol-3-ium iodide [I-].OC(CC1=C([N+](=CS1)C)C)C